C1CCC2=C(C=CC=C12)C1=C(C=C2C(=N1)C(=NN2)C=2C=CC(=NC2)C2N(CCC2)C2C(NCC2)=O)OC (5-(5-(2,3-dihydro-1H-inden-4-yl)-6-methoxy-1H-pyrazolo[4,3-b]pyridin-3-yl)pyridin-2-yl)-[1,3'-bipyrrolidine]-2'-one